pyridazine-dione N1=NC(C(C=C1)=O)=O